4-(5-(4,4-difluoropiperidine-1-carbonyl)-1H-pyrrolo[2,3-b]pyridin-1-yl)benzonitrile FC1(CCN(CC1)C(=O)C=1C=C2C(=NC1)N(C=C2)C2=CC=C(C#N)C=C2)F